CC=1C(NC(NC1)=O)=O 5-(methyl)uracil